4-chloro-2-(dimethylamino)-5H-naphtho[1,2-d]Imidazol-5-one ClC=1C(C2=CC=CC=C2C2=NC(=NC21)N(C)C)=O